(±)-2,2'-Bis(diphenyl-phosphino)-1,1'-binaphthalene C1(=CC=CC=C1)P(C1=C(C2=CC=CC=C2C=C1)C1=C(C=CC2=CC=CC=C12)P(C1=CC=CC=C1)C1=CC=CC=C1)C1=CC=CC=C1